1-methyl-4-[[4-[(2R,5S)-5-methyl-2-piperidyl]phenoxy]methyl]piperidine CN1CCC(CC1)COC1=CC=C(C=C1)[C@@H]1NC[C@H](CC1)C